Cl.C(C1=CC=CC=C1)OC=1C=2N(N=C(C1)C1=CC3=C(N=C(S3)C3CCNCC3)C(=C1)F)C=C(N2)C 8-(benzyloxy)-6-[4-fluoro-2-(piperidin-4-yl)-1,3-benzothiazol-6-yl]-2-methylimidazo[1,2-b]pyridazine hydrochloride